N-ethyl-ortho-toluenesulfonamide C(C)NS(=O)(=O)C=1C(C)=CC=CC1